FC1=CC(=C(C=C1)C=1C=CC=C2C=NC(=NC12)NC=1C=CC(=C(C1)NC(=O)[C@@H]1N(CCC1)C)C)OC(C)C (R)-N-(5-((8-(4-fluoro-2-isopropoxyphenyl)quinazolin-2-yl)amino)-2-methylphenyl)-1-methylpyrrolidine-2-carboxamide